8-(bicyclo[3.1.0]hexan-3-yl)-2-(methylthio)-7-oxo-7,8-dihydropyrido[2,3-d]pyrimidine-6-carbonitrile C12CC(CC2C1)N1C(C(=CC2=C1N=C(N=C2)SC)C#N)=O